3-acetyl-2-methyl-7-(N-(phenylsulfonyl)phenylsulfonylamino)-1H-indole-5-carboxylic acid methyl ester COC(=O)C=1C=C2C(=C(NC2=C(C1)N(S(=O)(=O)C1=CC=CC=C1)S(=O)(=O)C1=CC=CC=C1)C)C(C)=O